2-(4-Methoxybenzyl)-6-(2-(methyl(2-oxo-2-(4-(5-(trifluoromethyl)pyrimidin-2-yl)piperazin-1-yl)ethyl)amino)ethyl)-4-(trifluoromethyl)pyridazin-3(2H)-one COC1=CC=C(CN2N=C(C=C(C2=O)C(F)(F)F)CCN(CC(N2CCN(CC2)C2=NC=C(C=N2)C(F)(F)F)=O)C)C=C1